NC=1C(=C(C=C2C=C(N=CC12)NC(OC1C2CN(CC12)CC(F)(F)F)=O)C1=C(C2=C(OCCN2)N=C1)C)F 3-(2,2,2-Trifluoroethyl)-3-azabicyclo[3.1.0]hexan-6-yl (8-amino-7-fluoro-6-(8-methyl-2,3-dihydro-1H-pyrido[2,3-b][1,4]oxazin-7-yl)isoquinolin-3-yl)carbamate